C1(CC1)C1=CC(=NN1)NC(CC=1C=NN(C1)C1=CC(=CC=C1)F)=O N-(5-cyclopropyl-1H-pyrazol-3-yl)-2-[1-(3-fluorophenyl)-1H-pyrazol-4-yl]acetamide